N-((4-((methylamino)methyl)phenyl)(phenyl)methyl)-2-oxo-6-(trifluoromethyl)-1,2-dihydropyridine-3-carboxamide CNCC1=CC=C(C=C1)C(NC(=O)C=1C(NC(=CC1)C(F)(F)F)=O)C1=CC=CC=C1